ClC1=C(C=C2C(C(=CN(C2=N1)C1=NC(=NS1)C1CC1)C(=O)O)=O)F 7-chloro-1-(3-cyclopropyl-1,2,4-thiadiazol-5-yl)-6-fluoro-4-oxo-1,4-dihydro-1,8-naphthyridine-3-carboxylic acid